5-[(R)-2-(tert-butylamino)-1-hydroxyethyl]-3-pyridinol C(C)(C)(C)NC[C@H](O)C=1C=C(C=NC1)O